C(#N)[C@H]1N(CC(C1)(F)F)C(CNC(=O)C1=CC=NC2=CC=C(C=C12)C1=C(OCCNC(CNC(OC(C)(C)C)=O)=O)C=C(C=C1)OC)=O (S)-tert-butyl 2-(2-(2-(4-(2-(2-cyano-4,4-difluoropyrrolidin-1-yl)-2-oxoethylcarbamoyl)quinolin-6-yl)-5-methoxyphenoxy)ethylamino)-2-oxoethylcarbamate